C(C)(C)(C)OC(=O)N[C@@H](C(=O)OC[C@H]1O[C@H](C([C@@H]1O)(F)F)N1C(N=C(C=C1)NC(C(CCC)CCC)=O)=O)C(C)C [(2R,3R,5R)-4,4-difluoro-3-hydroxy-5-[2-oxo-4-(2-propylpentanamido)-1,2-dihydropyrimidin-1-yl]oxolan-2-yl]methyl (2R)-2-[[(tert-butoxy)carbonyl]amino]-3-methylbutanoate